(2R,4R)-9-(2-hydroxymethyl-1,3-dioxolan-4-yl)guanine OC[C@@H]1OC[C@@H](O1)N1C=2N=C(NC(C2N=C1)=O)N